N-(3',4',5'-trifluorobiphenyl-2-yl)-5-chloro-1,3-dimethylpyrazol-4-ylcarboxamide FC=1C=C(C=C(C1F)F)C1=C(C=CC=C1)NC(=O)C=1C(=NN(C1Cl)C)C